CCCCCCCCC1=CC(=CC=C1)NC(=O)[C@@H](COP(=O)(O)O)N The molecule is a secondary carboxamide resulting from the formal condensation of the carboxy group of O-phospho-D-serine with the amino group of m-octylaniline. An analogue of sphingosine-1-phosphate (S1P), it is a potent antagonist for both S1P1 and S1P3 receptors. It can inhibit S1P-induced migration of thyroid cancer cells, ovarian cancer cells, and neural stem cells. It has a role as a sphingosine-1-phosphate receptor 3 antagonist and a sphingosine-1-phosphate receptor 1 antagonist. It is a D-serine derivative, a secondary carboxamide, an organic phosphate, a phosphoric ester and an aromatic amide. It derives from an O-phospho-D-serine.